1-(carboxymethyl)-4-(2-((phenylmethyl)sulfonamido)-4-(4-(4-((5-(trifluoromethyl)pyridin-2-yl)oxy)phenyl)piperidine-1-carbonyl)phenyl)piperazin-1-ium chloride [Cl-].C(=O)(O)C[NH+]1CCN(CC1)C1=C(C=C(C=C1)C(=O)N1CCC(CC1)C1=CC=C(C=C1)OC1=NC=C(C=C1)C(F)(F)F)NS(=O)(=O)CC1=CC=CC=C1